ethyl (Z)-3-[(3,4-dimethyl-5-oxo-2H-furan-2-yl)oxy]-2-pyrrolo[2,3-b]pyrazin-5-yl-prop-2-enoate CC=1C(OC(C1C)=O)O\C=C(\C(=O)OCC)/N1C=CC=2C1=NC=CN2